B(O)OBO.C1=CC=CC=2C3=CC=CC=C3CC12 fluorene diboronate